1-(6-(6-chloro-8-fluoro-7-(6-fluoro-1-methyl-1H-indazol-7-yl)-2-(((S)-1-methylpyrrolidin-2-yl)methoxy)quinazolin-4-yl)-1-methyl-2,6-diazaspiro[3.4]octan-2-yl)prop-2-en-1-one ClC=1C=C2C(=NC(=NC2=C(C1C=1C(=CC=C2C=NN(C12)C)F)F)OC[C@H]1N(CCC1)C)N1CC2(CN(C2C)C(C=C)=O)CC1